tert-butyl (R)-3-((4-(3-methoxy-5-methylpyridin-2-yl)phthalazin-1-yl)amino)piperidine-1-carboxylate COC=1C(=NC=C(C1)C)C1=NN=C(C2=CC=CC=C12)N[C@H]1CN(CCC1)C(=O)OC(C)(C)C